6-(8-methylpyrido[3',2':4,5]thieno[3,2-d]pyrimidin-4-yl)-2-oxa-6-azaspiro[3.3]heptane CC1=CC2=C(SC3=C2N=CN=C3N3CC2(COC2)C3)N=C1